N-(1,3-dimethyl-1H-indazole-6-yl)-5-methoxy-2,2-dimethyl-2H-chromene-6-carboxamide CN1N=C(C2=CC=C(C=C12)NC(=O)C=1C(=C2C=CC(OC2=CC1)(C)C)OC)C